isopropyl-2-methyl-N-(5-nitrothiazol-2-yl)benzamide oxybis(ethane-2,1-diyl)bis(phenylcarbamate) O(CCN(C(O)=O)C1=CC=CC=C1)CCN(C(O)=O)C1=CC=CC=C1.C(C)(C)C=1C(=C(C(=O)NC=2SC(=CN2)[N+](=O)[O-])C=CC1)C